BrC=1C=CC(=C(C1)NC(=O)NC1=CC(=CC(=C1)Br)Br)C(=O)NN 1-(5-bromo-2-hydrazinocarbonylphenyl)-3-(3,5-dibromophenyl)-urea